PhenylbenzimidazoleSulphonic acid C1(=CC=CC=C1)C1=CC=CC=2N=C(NC21)S(=O)(=O)O